C(COCC(=O)[O-])(=O)[O-].[Na+].[Na+] di-sodium diglycolate